[N+](=O)([O-])C=1C=C(C=CC1OCC(C)C)C=1SC(=C(N1)C)C(=O)NC(C)(C#C)C 2-(3-Nitro-4-isobutoxyphenyl)-4-methyl-N-(2-methylbut-3-yn-2-yl)thiazole-5-carboxamide